Tert-butyl (S)-(1-(benzylamino)-4-bromo-1-oxobutan-2-yl)carbamate C(C1=CC=CC=C1)NC([C@H](CCBr)NC(OC(C)(C)C)=O)=O